C(C)(C)(C)OC(=O)C1(CCC(CC1)(C)C)ON.CC1=CC=C(C=C1)S(=O)(=O)OCCOS(=O)(=O)C1=CC=C(C)C=C1 1,2-bis(p-toluenesulfonyloxy)ethane tert-butyl-1-(aminooxy)-4,4-dimethylcyclohexane-1-carboxylate